6-[1-[6-(3-cyano-5-methyl-pyrazol-1-yl)-5-(difluoromethyl)-2-pyridyl]-6-methoxy-benzimidazol-5-yl]-2,6-diazaspiro[3.3]heptane-2-carboxylic acid tert-butyl ester C(C)(C)(C)OC(=O)N1CC2(C1)CN(C2)C2=CC1=C(N(C=N1)C1=NC(=C(C=C1)C(F)F)N1N=C(C=C1C)C#N)C=C2OC